FC(OC1=C(C(=O)N(C)C(C)C2=CC(=CC=C2)F)C=C(C=N1)F)F 2-(difluoromethoxy)-5-fluoro-N-(1-(3-fluorophenyl)ethyl)-N-methylnicotinamide